2,5,5,6-tetramethylhept-2-en-4-one CC(C)=CC(C(C(C)C)(C)C)=O